FC=1C=C2C(=NC(=NC2=CC1)C)N1CC=2C=C(C=NC2C(C1)C)C(F)(F)F 6-fluoro-2-methyl-4-[8-methyl-3-(trifluoromethyl)-7,8-dihydro-5H-1,6-naphthyridin-6-yl]quinazoline